OC(CN(CCCC(=O)OCCN1CCN(CC1)CCSSCCC(C)N(CC(CCCCCCCCCCCC)O)CC(CCCCCCCCCCCC)O)CC(CCCCCCCCCC)O)CCCCCCCCCC 2-(4-(2-((3-(Bis(2-hydroxytetradecyl)amino)butyl)disulfaneyl)ethyl)piperazin-1-yl)ethyl 4-(bis(2-hydroxydodecyl)amino)butanoate